ClC1=CC=C(S1)CNC1=CC(=NN1C(C(C)(C)C)=O)C1N(CCC1)C(=O)N1CCOCC1 1-(5-[(5-chlorothiophen-2-yl)methyl]amino-3-[1-(morpholine-4-carbonyl)pyrrolidin-2-yl]-1H-pyrazol-1-yl)-2,2-dimethylpropan-1-one